FC1=C(C(=O)NC=2C(=NC(=CC2)OC)C=C)C=C(C=C1)C(F)(F)F 2-fluoro-N-(6-methoxy-2-vinylpyridin-3-yl)-5-(trifluoromethyl)benzamide